N1(N=CN=C1)CCCNC=1C(=CC(=CC1)NC1=CC=CC=C1)C1=CC=CC=C1 N2-(3-(1H-1,2,4-triazol-1-yl)propyl)-N5-phenylbiphenyl-2,5-diamine